COC=1C(=NC=CC1C1=NN(C=N1)C)NC1=C(N=NC(=C1)NC1=CC=CC=C1)C(=O)NC([2H])([2H])[2H] 4-{[3-methoxy-4-(1-methyl-1H-1,2,4-triazol-3-yl)pyridin-2-yl]amino}-N-(2H3)methyl-6-(phenylamino)pyridazine-3-carboxamide